BrC(C(=O)OCC)C1=CC=NC=C1 ethyl 2-bromo-2-(pyridin-4-yl)acetate